C(C1=CC=CC=C1)N1[C@@H](CN[C@H](C1)C1=CC=C(C=C1)F)C (2R,5S)-1-benzyl-5-(4-fluorophenyl)-2-methyl-piperazine